C1=CC=CC=2C3=CC=CC=C3C(C12)COC(=O)N([C@@H](CCCCN)C(=O)O)C(=O)OCC1=CC=CC=C1 N-(9-fluorenylmethoxycarbonyl)-N-benzyloxycarbonyl-lysine